C1(CC1)C=1C=C(C(=O)N=C2NCCN2)C=CC1NC1=C(C=CC=C1)C(NCC(C)C)=O 3-cyclopropyl-N-[(2E)-imidazolidin-2-ylidene]-4-({2-[(2-methylpropyl)carbamoyl]phenyl}amino)benzamide